C(C1=CC=CC=C1)OC=1C=C(C(=NC1)N1CCN(CC1)C(=O)OC(C)(C)C)F tert-Butyl 4-(5-(benzyloxy)-3-fluoropyridin-2-yl)piperazine-1-carboxylate